[Na].CC(CCCC)C1=C(C=C(C=C1)C)O 2-(1-methylpentyl)-5-methylphenol, sodium salt